C(CC)O Propanol